tert-butyl N-[5-[2-(2,6-dioxopiperidin-3-yl)-1-oxo-3H-isoindol-4-yl]pent-4-yn-1-yl]carbamate O=C1NC(CCC1N1C(C2=CC=CC(=C2C1)C#CCCCNC(OC(C)(C)C)=O)=O)=O